1-(3-chlorophenyl)-3-methyl-1H-pyrazol-5-ol ClC=1C=C(C=CC1)N1N=C(C=C1O)C